C1(CCCC1)NC1=CC=C(C=C1)[C@H]1[C@H](C[C@@H]2[C@H](N1)CCC2)C(=O)OC(C)(C)C tert-butyl (2R,3S,4aR,7aR)-2-[4-(cyclopentylamino) phenyl]-2,3,4,4a,5,6,7,7a-octahydro-1H-cyclopenta[b]pyridine-3-carboxylate